5-Chloro-4-fluoro-3-iodo-1-(tetrahydro-2H-pyran-2-yl)-1H-pyrazolo[3,4-c]pyridine ClC=1C(=C2C(=CN1)N(N=C2I)C2OCCCC2)F